C(C)(C)(C)C=1C=CC=2NC3=CC=C(C=C3OC2C1)C(C)(C)C 3,7-di-tert-butylphenoxazine